2-(2-Methoxyquinolin-8-yl)-N,N-dimethylethan-1-amine COC1=NC2=C(C=CC=C2C=C1)CCN(C)C